C1(CC1)C=1C=C(OC2=C(C=3N(N=C2)C=CN3)C(=O)[O-])C=CC1.[Li+] lithium 7-(3-cyclopropylphenoxy)imidazo[1,2-b]pyridazine-8-carboxylate